C1(=CC=CC=C1)C1=NC2=C3N=C(C=CC3=CC=C2C=C1)C1=CC=2C(C3=CC=CC=C3C2C=C1)(C=1C=NC=CC1)C1=CC=CC=C1 2-phenyl-9-(9-phenyl-9-(pyridin-3-yl)-9H-fluoren-2-yl)-1,10-phenanthroline